NC=1C2=C(N=CN1)N(C=C2Br)C2C(C(C(C2)C2=CC(=CC=C2)CN2CC1(CCC1)CC2)O)O 3-{4-amino-5-bromo-7H-pyrrolo[2,3-d]pyrimidin-7-yl}-5-[3-({6-azaspiro[3.4]octan-6-yl}methyl)phenyl]cyclopentane-1,2-diol